CN1N=C(C=C1C(=O)OCC)C1CCC2(OCCO2)CC1 ethyl 1-methyl-3-(1,4-dioxaspiro[4.5]decan-8-yl)-1H-pyrazole-5-carboxylate